O1C(=CC=C1)CN1COC2=C(C1)C=C(C=C2)CCC(=O)OC methyl 3-(3-(furan-2-ylmethyl)-3,4-dihydro-2H-benzo[e][1,3]oxazin-6-yl)propanoate